2-Chloro-4-vinyl-pyrimidine 2-oxo-7-(trifluoromethyl)-1,2-dihydroquinoline-3-carboxylate O=C1NC2=CC(=CC=C2C=C1C(=O)O)C(F)(F)F.ClC1=NC=CC(=N1)C=C